6-chloro-2-chloro-4-hydroxy-1-methacryloyloxynaphthalene ClC=1C=C2C(=CC(=C(C2=CC1)OC(C(=C)C)=O)Cl)O